2-oxo-1,3-diazole O=C1N=CC=N1